4-bromo-5-(4-fluoro-2,6-dimethylphenoxy)-1-(1-methylazetidin-3-yl)pyridin-2(1H)-one BrC1=CC(N(C=C1OC1=C(C=C(C=C1C)F)C)C1CN(C1)C)=O